C12C3OC3C(C(C1)C(=O)[O-])C2 3-oxatricyclo[3.2.1.02,4]octane-6-carboxylate